NC1=NC(=C(C=C1C=1C=C2CCNC(C2=CC1)=O)C=1C=C2CCNC(C2=CC1)=O)F 6,6'-(2-amino-6-fluoropyridine-3,5-diyl)bis(3,4-dihydroisoquinolin-1(2H)-one)